4-methyl-2-amino-3-methylpyridinium CC1=C(C(=[NH+]C=C1)N)C